2-(5-chloropyrazolo[1,5-a]pyridin-4-yl)acetic acid ClC1=C(C=2N(C=C1)N=CC2)CC(=O)O